CC1CC(CC(C1N1C(CN(CC1)C1COC1)C)NC(C=C)=O)[NH+](O)[O-] 3-methyl-4-[2-methyl-4-(oxetan-3-yl)piperazin-1-yl]-5-(prop-2-enamido)cyclohexyl-azinic acid